C1CCC12CN(CC2)CC=2NC1=CC(=CC=C1C2)CN2N=NC(=C2)C2=C1C=NNC1=CC(=C2)[N+](=O)[O-] 4-(1-((2-((6-azaspiro[3.4]octan-6-yl)methyl)-1H-indole-6-yl)methyl)-1H-1,2,3-triazole-4-yl)-6-nitro-1H-indazole